3-(6-methyl-4-(trifluoromethyl)pyridin-2-yl)-2-oxoimidazolidine-4-carboxamide CC1=CC(=CC(=N1)N1C(NCC1C(=O)N)=O)C(F)(F)F